6-(2,2-difluoroethoxy)-4-(4-hydroxyphenyl)-2-(2-methyl-2H-indazol-5-yl)pyrido[3,2-c]pyridazin-3(2H)-one FC(COC=1C=CC2=NN(C(C(=C2N1)C1=CC=C(C=C1)O)=O)C1=CC2=CN(N=C2C=C1)C)F